FC(C=1OC(=NN1)C1=CC=C(C=C1)CN1N=NC(=C1)C1=CC(=CC=C1)N1CCN(CC1)CC)F 2-(difluoromethyl)-5-(4-((4-(3-(4-ethylpiperazin-1-yl)phenyl)-1H-1,2,3-triazol-1-yl)methyl)phenyl)-1,3,4-oxadiazole